3-(1-methyl-1H-imidazol-5-yl)aniline CN1C=NC=C1C=1C=C(N)C=CC1